ClC1=C2C=C(NC2=CC=C1Cl)C(=O)N1CC2N(CC1)C(CC2)=O 2-[(4,5-dichloro-1H-indol-2-yl)carbonyl]hexahydropyrrolo[1,2-a]pyrazin-6(2H)-one